4-(1,2,3,4-tetrahydroquinolin-2-yl)benzonitrile N1C(CCC2=CC=CC=C12)C1=CC=C(C#N)C=C1